C(CCC)N[Ni+] n-butylaminonickel (II)